2-(7-Bromo-1-(cyclopropylmethyl)-2-(1,2,5,6-tetrahydropyridin-3-yl)-1H-indol-5-yl)(4-(5-fluoro-3-methoxypyridin-2-yl)piperazin-1-yl)methanone BrC=1C=C(C=C2C=C(N(C12)CC1CC1)C=1CNCCC1)C1N(CCN(C1)C1=NC=C(C=C1OC)F)C=O